thioxomolybdenum S=[Mo]